C1(CC1)CN1N=C(C2=CC=C(C=C12)F)C(=O)NC1=C(C=NC=C1)F 1-(cyclopropylmethyl)-6-fluoro-N-(3-fluoropyridin-4-yl)-1H-indazole-3-carboxamide